ethyl 2-(4-oxo-3-(trifluoromethyl)-5-((2-(trimethylsilyl)ethoxy)methyl)-4,5-dihydro-1H-pyrrolo[2,3-d]pyridazin-1-yl)propanoate O=C1C2=C(C=NN1COCC[Si](C)(C)C)N(C=C2C(F)(F)F)C(C(=O)OCC)C